ClC=1C=C2CCC[C@]3(COC4=CC=C5[C@@](CC(N(CCCCCCCCN(C3)C4=C5)C)=O)(C(=O)O)O)C2=CC1 (1S,13'S)-6-CHLORO-13'-HYDROXY-10'-METHYL-11'-OXO-3,4-DIHYDRO-2H-SPIRO[NAPHTHALENE-1,20'-[18]OXA[1,10]DIAZATRICYCLO[12.7.2.017,22]TRICOSA[14,16,22]TRIENE]-13'-CARBOXYLIC ACID